C1(CC1)C1=NN(C=C1)C1=C(C=CC(=C1)C1=NN=C(N1)C)C(=O)N1CCC(CC1)(F)F [2-(3-cyclopropylpyrazol-1-yl)-4-(5-methyl-4H-1,2,4-triazol-3-yl)phenyl]-(4,4-difluoropiperidin-1-yl)methanone